ClC=1C=CC2=C(CC3(CC=4N2C(=NN4)[C@@H]4CN(CC4)CC=4C=NC=CC4)OCCO3)C1 8'-chloro-1'-[(3S)-1-(pyridin-3-ylmethyl)pyrrolidin-3-yl]-4'H,6'H-spiro[1,3-dioxolane-2,5'-[1,2,4]triazolo[4,3-a][1]benzazepine]